1'-((8-fluoro-4-oxo-4,5-dihydropyrrolo[1,2-a]quinoxalin-7-yl)methyl)-N,2-dimethyl-1',2',3',6'-tetrahydro-[3,4'-bipyridine]-6-carboxamide FC1=C(C=C2NC(C=3N(C2=C1)C=CC3)=O)CN3CCC(=CC3)C=3C(=NC(=CC3)C(=O)NC)C